Cl.N[C@H](C(=O)OCC1=CC(=NC(=C1)Cl)Cl)CC1=CC(=CC=C1)C(N)=O (2,6-Dichloropyridin-4-yl)methyl (S)-2-amino-3-(3-carbamoylphenyl)propanoate hydrochloride